3-bromo-2-(Bromomethyl)-5-chlorobenzoic acid methyl ester COC(C1=C(C(=CC(=C1)Cl)Br)CBr)=O